(1S,3R,5S)-3-amino-5-{[(benzyloxy)carbonyl]amino}cyclohexane-1-carboxylic acid methyl ester COC(=O)[C@H]1C[C@H](C[C@H](C1)NC(=O)OCC1=CC=CC=C1)N